[Fe].[Mn].[Se] selenium-manganese-iron